BrC=1C(=C(C(=NC1)Cl)F)Cl 5-bromo-2,4-dichloro-3-fluoropyridine